3-((4-(methylsulfonyl)phenoxy)methyl)piperidine CS(=O)(=O)C1=CC=C(OCC2CNCCC2)C=C1